C(C)(C)(C)OC(=O)N1C=CN(C=C1)C1=NC(=CC=C1C(NC1CC1)=O)C1=CC(=C(C=C1)C#N)F 4-(6-(4-cyano-3-fluorophenyl)-3-(cyclopropylcarbamoyl)pyridin-2-yl)-1,4-diazine-1-carboxylic acid tert-butyl ester